{[phenyl(phenylpyridinyl)triazinyl]phenyl}phenyldibenzofuran C1(=CC=CC=C1)C1=C(C(=NN=N1)C1=C(C=CC=C1)C1=C(C2=C(OC3=C2C=CC=C3)C=C1)C1=CC=CC=C1)C1=NC=CC=C1C1=CC=CC=C1